(2S,4R)-N-(chroman-6-ylmethyl)-1-[(2S)-2-(4-cyclopropyltriazol-1-yl)-3,3-dimethyl-butanoyl]-4-hydroxy-pyrrolidine-2-carboxamide O1CCCC2=CC(=CC=C12)CNC(=O)[C@H]1N(C[C@@H](C1)O)C([C@H](C(C)(C)C)N1N=NC(=C1)C1CC1)=O